C(#N)C1=CC(=C(C(=C1)F)C1=CC(=NC(=C1)OCC)NC(=O)C=1C(N(C=C(C1)CNC[C@H](C)OC)C)=O)C(=O)N1CC(C1)(F)F N-[4-[4-cyano-2-(3,3-difluoroazetidine-1-carbonyl)-6-fluorophenyl]-6-ethoxypyridin-2-yl]-5-[[[(2S)-2-methoxypropyl]amino]methyl]-1-methyl-2-oxopyridine-3-carboxamide